[4-[6-chloro-3-[1-(2-isopropyl-3,6-dimethyl-4-oxo-chromen-8-yl) ethylamino]-2-pyridyl]-2-formyl-6-methyl-phenyl] trifluoromethanesulfonate FC(S(=O)(=O)OC1=C(C=C(C=C1C)C1=NC(=CC=C1NC(C)C=1C=C(C=C2C(C(=C(OC12)C(C)C)C)=O)C)Cl)C=O)(F)F